vanadium(III) fluoride [F-].[V+3].[F-].[F-]